3-[(2,4-dimethoxybenzyl)sulfamoyl]Phenyl-acetamide COC1=C(CNS(=O)(=O)C=2C=C(C=CC2)CC(=O)N)C=CC(=C1)OC